(S)-10-((dimethylamino)methyl)-4-ethyl-4,9-dihydroxy-1,12-dihydro-14H-pyrano[3',4':6,7]indolizino[1,2-b]quinoline-3,14(4H)-dione HCl salt Cl.CN(C)CC=1C=2C=C3C(=NC2C=CC1O)C1=CC2=C(C(N1C3)=O)COC([C@]2(O)CC)=O